(R)-2-(6-cyano-1-(2-(2-methoxyphenyl)-2-((tetrahydro-2H-pyran-4-yl)oxy)ethyl)-5-methyl-2,4-dioxo-1,2-dihydrothieno[2,3-d]pyrimidin-3(4H)-yl)-2-methylpropanoic acid C(#N)C1=C(C2=C(N(C(N(C2=O)C(C(=O)O)(C)C)=O)C[C@H](OC2CCOCC2)C2=C(C=CC=C2)OC)S1)C